C(#N)C=1C=C(OC=2C=CC(=C3[C@@H]([C@@H](CC23)F)O)S(=NC#N)(=O)CF)C=C(C1)F N-(((2R,3S)-7-(3-cyano-5-fluorophenoxy)-2-fluoro-3-hydroxy-2,3-dihydro-1H-inden-4-yl)(fluoromethyl)(oxo)-λ6-sulfanylidene)cyanamide